(1R,2S,5R)-1-amino-5-(2-boronoethyl)-2-(((S)-2-((tert-butoxycarbonyl)amino)-3-methylbutanamido)methyl)cyclohexane-1-carboxylic acid N[C@]1([C@@H](CC[C@H](C1)CCB(O)O)CNC([C@H](C(C)C)NC(=O)OC(C)(C)C)=O)C(=O)O